ClC1=CC(=CC=2OCC(N(C21)C)=O)C2=CN=CC=1[C@@H](CCCC21)NC(CC)=O (R)-N-(4-(5-chloro-4-methyl-3-oxo-3,4-dihydro-2H-benzo[b][1,4]oxazin-7-yl)-5,6,7,8-tetrahydroisoquinolin-8-yl)propanamide